cyclohexyl (5-ethynyl-2-((4-(4-methylpiperazin-1-yl)phenyl)amino)pyrido[2,3-d]pyrimidin-7-yl)carbamate C(#C)C1=CC(=NC=2N=C(N=CC21)NC2=CC=C(C=C2)N2CCN(CC2)C)NC(OC2CCCCC2)=O